COC[C@@H](CO)O (R)-3-methoxypropane-1,2-diol